(3R)-3-[6-[2-cyano-6-fluoro-3-[[2-hydroxyethyl(methyl)sulfamoyl]amino]phenoxy]-4-oxo-quinazolin-3-yl]-1-oxa-8-azaspiro[4.5]decane C(#N)C1=C(OC=2C=C3C(N(C=NC3=CC2)[C@H]2COC3(C2)CCNCC3)=O)C(=CC=C1NS(N(C)CCO)(=O)=O)F